6-borono-2-(methylamino)-2-(2-(piperidin-1-yl)ethyl)hexanoic acid B(O)(O)CCCCC(C(=O)O)(CCN1CCCCC1)NC